C1(=C(C(=CC=C1)C)C)SC1=C(C(=CC=C1)C)C dixylyl sulfide